N-((5-(trifluoromethyl)-2,3-dihydro-1H-inden-4-yl)carbamoyl)-4,6,7,8-tetrahydro-5,8-ethanofuro[3,2-c]azepine-2-sulfonamide FC(C=1C(=C2CCCC2=CC1)NC(=O)NS(=O)(=O)C1=CC=2CN3CCC(C2O1)CC3)(F)F